(R)-1-(3-(3-(2-aminopyridin-4-yl)-5-chlorophenyl)morpholino)prop-2-en-1-one NC1=NC=CC(=C1)C=1C=C(C=C(C1)Cl)[C@@H]1COCCN1C(C=C)=O